difluoro(diisopropyl)aminovinylsilane F[SiH](C=CN(C(C)C)C(C)C)F